4-chloro-2-(difluoromethyl)-3-methyl-pyridine ClC1=C(C(=NC=C1)C(F)F)C